(E,Z)-3,7-Decadien-2-one CC(\C=C\CC\C=C/CC)=O